N-(3-amino-4-(2-chloro-5-fluorophenoxy)-1-methyl-7-(3-((tetrahydro-2H-pyran-2-yl)oxy)prop-1-yn-1-yl)-1H-indazol-5-yl)-3-fluoro-5-(trifluoromethyl)benzamide NC1=NN(C2=C(C=C(C(=C12)OC1=C(C=CC(=C1)F)Cl)NC(C1=CC(=CC(=C1)C(F)(F)F)F)=O)C#CCOC1OCCCC1)C